(2S,4R)-4-(2-((3-(4-hydroxypiperidin-1-yl)phenyl)amino)-2-oxoethyl)-1-(2-methylbenzofuro[3,2-d]pyrimidin-4-yl)pyrrolidine-2-carboxylic acid OC1CCN(CC1)C=1C=C(C=CC1)NC(C[C@H]1C[C@H](N(C1)C=1C2=C(N=C(N1)C)C1=C(O2)C=CC=C1)C(=O)O)=O